tert-butyl 4-(5-chloro-6-oxo-1,6-dihydropyridazin-1-yl)piperidine-1-carboxylate ClC1=CC=NN(C1=O)C1CCN(CC1)C(=O)OC(C)(C)C